(S)-4-(bis(4-cyanopyridin-2-yl)amino)-5-(((S)-1-(2-chlorophenyl)-2-((3,3-difluorocyclobutyl)amino)-2-oxoethyl)(5-fluoropyridin-3-yl)amino)-5-oxopentanoic acid C(#N)C1=CC(=NC=C1)N([C@@H](CCC(=O)O)C(=O)N(C=1C=NC=C(C1)F)[C@H](C(=O)NC1CC(C1)(F)F)C1=C(C=CC=C1)Cl)C1=NC=CC(=C1)C#N